C(#N)C=1C=CC(=C(COC2=CC=CC(=N2)C2CCNCC2)C1)F 4-(6-((5-cyano-2-fluorobenzyl)oxy)pyridin-2-yl)piperidin